C(C)(C)(C)[S@@](=O)NC1=C(C(=O)O)C=CC=C1F (R)-2-((tert-butylsulfinyl)amino)-3-fluorobenzoic acid